FC=1C(=C2C(=NC(=NC2=CC1)O)C1=C(C=2N=C(N=CC2C(=N1)N1[C@H](CC1)C)SC)F)C#C[Si](C(C)C)(C(C)C)C(C)C 6-fluoro-4-{8-fluoro-5-[(2S)-2-methylazetidin-1-yl]-2-(methyl-sulfanyl)pyrido[4,3-d]pyrimidin-7-yl}-5-[2-(triisopropylsilyl)ethynyl]quinazolin-2-ol